2-(1H-benzo[d]imidazol-1-yl)thiazole-4-carboxamide N1(C=NC2=C1C=CC=C2)C=2SC=C(N2)C(=O)N